C1(=CC=CC=C1)[C@H](C)N=C1C2CC3(CC(CC1C3)C2)O 4-{[(1s)-1-phenylethyl]imino}adamantan-1-ol